C(C)N1C[C@@H](CCC1)[C@H](C1=CC(=C(N=N1)C1=C(C=C(C=C1)C(F)(F)F)O)C)O 2-(6-((R)-((R)-1-Ethylpiperidin-3-yl)(hydroxy)methyl)-4-methylpyridazin-3-yl)-5-(trifluoromethyl)phenol